C(C)(C)(C)O[C@@H]1[C@H](C[C@@H]2N(CCC3=CC(=C(C=C23)OC)OC)C1)O (2S,3S,11bS)-3-(tert-butoxy)-9,10-dimethoxy-1,3,4,6,7,11b-hexahydro-2H-pyrido[2,1-a]isoquinolin-2-ol